N-(2-amino-2-oxoethyl)-2-(methyl(2-oxo-4-(o-tolyl)-2H-chromen-7-yl)amino)acetamide NC(CNC(CN(C1=CC=C2C(=CC(OC2=C1)=O)C1=C(C=CC=C1)C)C)=O)=O